2-(3-chlorophenyl)-2-methyl-1-(naphthalen-2-yl)propyl ((S)-3-cyclohexyl-1-oxo-1-(((S)-1-oxo-3-((S)-2-oxopyrrolidin-3-yl)propan-2-yl)amino)propan-2-yl)carbamate C1(CCCCC1)C[C@@H](C(N[C@H](C=O)C[C@H]1C(NCC1)=O)=O)NC(OC(C(C)(C)C1=CC(=CC=C1)Cl)C1=CC2=CC=CC=C2C=C1)=O